2-(3,4-dihydroxystyryl)-8-hydroxyquinoline OC=1C=C(C=CC2=NC3=C(C=CC=C3C=C2)O)C=CC1O